5-Chloro-3-ethyl-2-(4-(trifluoromethyl)pyrimidin-5-yl)-3H-imidazo[4,5-b]pyridine ClC1=CC=C2C(=N1)N(C(=N2)C=2C(=NC=NC2)C(F)(F)F)CC